[(dimethylamino)methyl]octacos-11-enoate CN(C)COC(CCCCCCCCCC=CCCCCCCCCCCCCCCCC)=O